(E)-2-((5-(4-(dimethylamino)but-2-enamido)-4-fluoro-2-methoxyphenyl)amino)-4-(1H-indol-3-yl)pyrimidine-5-carboxylic acid CN(C/C=C/C(=O)NC=1C(=CC(=C(C1)NC1=NC=C(C(=N1)C1=CNC2=CC=CC=C12)C(=O)O)OC)F)C